ClC1=C(C=C(C=C1)C=1C=NN(C1)C)CNC1=NN2C(NC(=CC2=O)CCC)=N1 2-[[2-chloro-5-(1-methyl-pyrazol-4-yl)phenyl]methylamino]-5-propyl-4H-[1,2,4]triazolo[1,5-a]pyrimidin-7-one